N3-(4-cyclopropylnaphthalene-1-yl)pyridine-2,3-diamine C1(CC1)C1=CC=C(C2=CC=CC=C12)NC=1C(=NC=CC1)N